ClC=1C=C2C(=CNC2=CC1)B(O)O 5-CHLORO-1H-INDOL-3-YLBORONIC ACID